Dihexadecyl 2-(((3-(dimethylamino)propoxy)carbonyl)oxy)pentanedioate CN(CCCOC(=O)OC(C(=O)OCCCCCCCCCCCCCCCC)CCC(=O)OCCCCCCCCCCCCCCCC)C